4,4-diethoxy-1-(6-(pyrrolidin-1-yl)pyridin-3-yl)butane-1,3-dione C(C)OC(C(CC(=O)C=1C=NC(=CC1)N1CCCC1)=O)OCC